7-bromo-4-fluoro-2H-isoquinolin-1-one BrC1=CC=C2C(=CNC(C2=C1)=O)F